C=CC1=CC=C(C=C1)S(=O)(=O)OCCCC n-butyl 4-styrenesulfonate